CN1N=NC2=C1C=CC(=C2C)C(CC(=O)OCC)C=2C=C1CCCC1=C(C2)CO ethyl 3-(1,4-dimethyl-1H-benzotriazol-5-yl)-3-[7-(hydroxymethyl)-2,3-dihydro-1H-inden-5-yl]propanoate